OC1=CC=C(C=C1)S(=O)(=O)N1CCC(C=CC1)C=1C=C(C=NC1)OCC1=CC=CC=C1 5-(1-((4-hydroxyphenyl)sulfonyl)-2,3,4,7-tetrahydroazepine-4-yl)-3-benzyloxy-pyridine